(S)-N-[1-(3-imidazol-1-yl-phenyl)-ethyl]-3-phenyl-acrylamide N1(C=NC=C1)C=1C=C(C=CC1)[C@H](C)NC(C=CC1=CC=CC=C1)=O